(2-(benzo[c][1,2,5]oxadiazol-5-ylmethoxy)-4-((2-chloro-[1,1'-biphenyl]-3-yl)methoxy)-5-nitrobenzyl)-D-serine ethyl ester hydrochloride Cl.C(C)OC([C@H](NCC1=C(C=C(C(=C1)[N+](=O)[O-])OCC=1C(=C(C=CC1)C1=CC=CC=C1)Cl)OCC1=CC=2C(=NON2)C=C1)CO)=O